FC(CCCN1C(NC=2N=CNC(C12)=O)=O)(F)F 7-(4,4,4-trifluoro-butyl)-7,9-dihydro-1H-purine-6,8-dione